7-chloro-N-((4r,5s,7r,8r,9s,10r)-8,10-dihydroxy-7-(hydroxymethyl)-9-(4-(3,4,5-trifluorophenyl)-1H-1,2,3-triazol-1-yl)-1,6-dioxaspiro[4.5]dec-4-yl)-1-naphthamide ClC1=CC=C2C=CC=C(C2=C1)C(=O)N[C@@H]1CCO[C@]12O[C@@H]([C@@H]([C@@H]([C@H]2O)N2N=NC(=C2)C2=CC(=C(C(=C2)F)F)F)O)CO